Methyl (±)-3-hydroxydodecanoate O[C@@H](CC(=O)OC)CCCCCCCCC |r|